NC(C(=O)NS(=O)(=O)C=1C(=C(C(=CC1CCCCC)O)C1=C(C=CC(=C1)C)C(=C)C)O)C 2-amino-N-((2,6-dihydroxy-5'-methyl-4-pentyl-2'-(prop-1-en-2-yl)-[1,1'-biphenyl]-3-yl)sulfonyl)propanamide